8-Chloro-5-methoxy-1-[1-(pyridin-3-ylmethyl)pyrrolidin-3-yl]-5,6-dihydro-4H-[1,2,4]triazolo[4,3-a][1]benzazepin ClC=1C=CC2=C(CC(CC=3N2C(=NN3)C3CN(CC3)CC=3C=NC=CC3)OC)C1